2,5-di(pyridine-2-yl)thiophene N1=C(C=CC=C1)C=1SC(=CC1)C1=NC=CC=C1